6-Chloro-3-[(1R)-1-(3,6-dimethyl-4-oxo-2-pyrazolo[1,5-a]pyridin-3-yl-chromen-8-yl)ethoxy]pyridine-2-carboxamide ClC1=CC=C(C(=N1)C(=O)N)O[C@H](C)C=1C=C(C=C2C(C(=C(OC12)C=1C=NN2C1C=CC=C2)C)=O)C